tert-butyl N-[2-({[3-iodo-1-(oxacyclohex-2-yl)-1H-pyrazol-4-yl] methyl} (methyl) amino) ethyl]-N-methylcarbamate IC1=NN(C=C1CN(CCN(C(OC(C)(C)C)=O)C)C)C1OCCCC1